O1CCN(CCC1)C=1C=NC2=C(CCN(CC2)C(=O)OC(C)(C)C)N1 tert-butyl 2-(1,4-oxazepan-4-yl)-5,6,8,9-tetrahydro-7H-pyrazino[2,3-d]azepine-7-carboxylate